1,4-bis[2-hydroxyethyl]piperazine OCCN1CCN(CC1)CCO